(±)-5-Benzyl-N-(8-((3-hydroxyoxetan-3-yl)ethynyl)-1-methyl-2-oxo-2,3,4,5-tetrahydro-1H-benzo[b]azepin-3-yl)-1H-1,2,4-triazole-3-carboxamide C(C1=CC=CC=C1)C1=NC(=NN1)C(=O)N[C@@H]1CCC2=C(N(C1=O)C)C=C(C=C2)C#CC2(COC2)O |r|